C(C)(C)(C)OC(=O)NC1CC(C1)OCC(=O)OCC 1-Ethyl 2-[3-(tert-butoxycarbonylamino)cyclobutoxy]acetate